phloroglucinol-sulfate (3,5-dihydroxyphenyl hydrogen sulfate) OC=1C=C(C=C(C1)O)OS(=O)(=O)OC=1C=C(OS(=O)(=O)O)C=C(C1)O